C(C)OC(=C)C1=NC=C(C=N1)CC(=O)OC methyl [2-(1-ethoxyvinyl)pyrimidin-5-yl]acetate